7-bromo-6-chloro-8-fluoro-2-(methylthio)-5-((S)-1-((S)-piperidin-2-yl)ethoxy)quinazolin-4-ol BrC1=C(C(=C2C(=NC(=NC2=C1F)SC)O)O[C@@H](C)[C@H]1NCCCC1)Cl